N1(C=NC=C1)C=1N=C(C2=C(N1)C=CN2)C(=O)NC(C)C 2-(1H-imidazol-1-yl)-N-isopropyl-5H-pyrrolo[3,2-d]pyrimidine-4-carboxamide